COC1=CC=C(C=C1)C1CCN(CC1)C1CCC(CC1)(C(=O)O)C trans-4-(4-(4-methoxyphenyl)piperidin-1-yl)-1-methylcyclohexane-1-carboxylic acid